OC1=CC=C(C=C1)C(\C=C\C1=CC(=C(C=C1)OC)COC1=CC(=C(C=C1)[N+](=O)[O-])C)=O (E)-1-(4-Hydroxyphenyl)-3-[4-methoxy-3-[(3-methyl-4-nitrophenoxy)methyl]phenyl]prop-2-en-1-one